FC1=CC=C(C=C1)C=1C=CC(=NC1)CN(C(OC(C)(C)C)=O)C=1C=C2C=NN(C(C2=CC1)=O)C tert-butyl ((5-(4-fluorophenyl)pyridin-2-yl)methyl)(2-methyl-1-oxo-1,2-dihydrophthalazin-6-yl)carbamate